1-(cyclopropylmethyl)-6-fluoro-1H-indole-2-carbaldehyde C1(CC1)CN1C(=CC2=CC=C(C=C12)F)C=O